NC/C(/COC1=CC=C(C=C1)S(=O)(=O)C[C@H](CN1C(CCC1)=O)C)=C\F (S,E)-1-(3-((4-((2-(aminomethyl)-3-fluoroallyl)oxy)phenyl)sulfonyl)-2-methylpropyl)pyrrolidin-2-one